N-(4-cyano-3-((methylthio)methyl)phenyl)quinazolin-2-amine C(#N)C1=C(C=C(C=C1)NC1=NC2=CC=CC=C2C=N1)CSC